(2-fluoroethyl) (difluoromethyl) sulfate S(=O)(=O)(OCCF)OC(F)F